(S)-2-((R)-2-(tert-Butoxycarbonyl)-2-azaspiro[4.4]non-1-yl)-2-(4-chlorophenyl)acetic acid C(C)(C)(C)OC(=O)N1[C@@H](C2(CC1)CCCC2)[C@@H](C(=O)O)C2=CC=C(C=C2)Cl